(S)-6-chloro-2-((6-isopropyl-5-oxo-5,6,7,8-tetrahydropyrido[4,3-d]pyrimidin-2-yl)amino)-2,3-dihydro-1H-indene-4-carbonitrile ClC=1C=C(C=2C[C@H](CC2C1)NC=1N=CC2=C(N1)CCN(C2=O)C(C)C)C#N